N[C@H]1[C@@H]2N(C[C@H]1CC2)C(=O)C2=CC1=C(N(C(=N1)C1=CC=3C=4N1[C@H](CNC4C=CC3)CC)C)C(=C2)F ((1R,4R,7R)-7-amino-2-azabicyclo[2.2.1]hept-2-yl)(2-((S)-3-ethyl-2,3-dihydro-1H-pyrrolo[1,2,3-de]quinoxalin-5-yl)-7-fluoro-1-methyl-1H-benzo[d]imidazol-5-yl)methanone